C(CCCCC)[Zn]CCCCCC di-n-Hexyl-zinc